ClC=1C=CC2=C(N=C(O2)C23CC(C2)(C3)NC(=O)C=3C=NC(=CC3)C(F)(F)F)C1 N-[3-(5-chloro-1,3-benzoxazol-2-yl)-1-bicyclo[1.1.1]pentanyl]-6-(trifluoromethyl)pyridine-3-carboxamide